C1(C(CC1)O)O rac-cyclobutane-1,2-diol